C1=C(C=CC2=CC=CC=C12)OCC(=O)NS(=O)(=O)C1=CC=CC=C1 2-(naphthalen-2-yloxy)-N-(benzenesulfonyl)acetamide